4-benzyl-6-methoxy-1-((2-methoxyphenyl)sulfonyl)-1,2,3,4-tetrahydroquinoxaline C(C1=CC=CC=C1)N1CCN(C2=CC=C(C=C12)OC)S(=O)(=O)C1=C(C=CC=C1)OC